L-p-bromobenzoyl-tartaric acid BrC1=CC=C(C(=O)C(C(=O)O)(O)C(O)C(=O)O)C=C1